NC1=NC=2C=NC(=CC2C2=C1C=NN2C)C(=O)N(C)[C@@H]2COC1=C2C=C(C(=C1)Cl)Cl 4-amino-N-((3S)-5,6-dichloro-2,3-dihydro-1-benzofuran-3-yl)-N,1-dimethyl-1H-pyrazolo[4,3-c][1,7]naphthyridine-8-carboxamide